2-ethoxy-3,4,5,6-tetrafluorobenzenesulfonamide C(C)OC1=C(C(=C(C(=C1F)F)F)F)S(=O)(=O)N